3-(6-(4-((4-(5-((2-amino-9-chloro-10-oxo-10H-chromeno[3,2-b]pyridin-3-yl)oxy)pyrimidin-2-yl)piperazin-1-yl)methyl)piperidin-1-yl)-1-oxoisoindolin-2-yl)piperidine-2,6-dione NC1=C(C=C2C(=N1)C(C=1C(=CC=CC1O2)Cl)=O)OC=2C=NC(=NC2)N2CCN(CC2)CC2CCN(CC2)C2=CC=C1CN(C(C1=C2)=O)C2C(NC(CC2)=O)=O